tert-butyl ((1s,3s)-3-((5-(5-methyl-1,3,4-thiadiazol-2-yl)-1-((2-(trimethylsilyl)ethoxy)methyl)-1H-pyrrolo[2,3-b]pyridin-4-yl)amino)cyclobutyl)carbamate CC1=NN=C(S1)C=1C(=C2C(=NC1)N(C=C2)COCC[Si](C)(C)C)NC2CC(C2)NC(OC(C)(C)C)=O